(3aR,6aS)-5-methyleneoctahydrocyclopenta[c]pyrrole C=C1C[C@@H]2[C@@H](CNC2)C1